COC=1C=C2C=CC=[NH+]C2=CC1 6-methoxyquinolinium